N1=C(SC2=NC=CC=C21)N thiazolo[5,4-b]pyridin-2-amine